BrC=1C=C(C(=NC1)NC1CC(C1)(C)O)C(C(F)F)=O 1-(5-bromo-2-{[(cis)-3-hydroxy-3-methylcyclobutyl]amino}pyridin-3-yl)-2,2-difluoroethan-1-one